C1(CC1)C1=NN=C2N1N=C(C=C2NCCC=2C=NC=CC2)NC(CC)CC 3-cyclopropyl-N6-(1-ethylpropyl)-N8-[2-(3-pyridyl)ethyl]-[1,2,4]triazolo[4,3-b]pyridazine-6,8-diamine